CC1(OB(OC1(C)C)C=1C(=C2CCCC2=CC1)CC(=O)OC(C)(C)C)C tert-Butyl 2-(5-(4,4,5,5-tetramethyl-1,3,2-dioxaborolan-2-yl)-2,3-dihydro-1H-inden-4-yl)acetate